[Pd](Cl)Cl.C1(=CC=CC=C1)P(C1=CC=CC=C1)C1=CC=CC=C1 (triphenylphosphine) palladium dichloride